1,7-dioxoheptane-4-ylcarbamic acid tert-butyl ester C(C)(C)(C)OC(NC(CCC=O)CCC=O)=O